C(C)(C)(C)OC(=O)C1=C(C(=CC(O1)=O)C1=NC=CC=C1)C1=C(C=CC=C1[N+](=O)[O-])I 5-(2-iodo-6-nitrophenyl)-2-oxo-4-(pyridin-2-yl)-2H-pyran-6-carboxylic acid tert-butyl ester